COC(=O)C1=CC=C(C=C1)[C@@H]1C=C(CCN1C(=O)OCC1=CC=CC=C1)C1=NC=CC=C1 benzyl (S)-6'-(4-(methoxycarbonyl) phenyl)-3',6'-dihydro-[2,4'-bipyridine]-1'(2'H)-carboxylate